3-oxopropanecarbonitrile O=CCCC#N